1-N'-(4-fluorophenyl)-1-N-[4-[7-[rac-(3R)-oxolan-3-yl]quinolin-4-yl]oxyphenyl]cyclopropane-1,1-dicarboxamide FC1=CC=C(C=C1)NC(=O)C1(CC1)C(=O)NC1=CC=C(C=C1)OC1=CC=NC2=CC(=CC=C12)[C@@H]1COCC1 |r|